butyl 3-(4-(4-(5-(2-((tert-butoxycarbonyl)amino)pyridin-4-yl)-2-methyl-3H-imidazo[4,5-b]pyridin-3-yl)-2,6-difluorophenyl)piperazin-1-yl)azetidine-1-carboxylate C(C)(C)(C)OC(=O)NC1=NC=CC(=C1)C1=CC=C2C(=N1)N(C(=N2)C)C2=CC(=C(C(=C2)F)N2CCN(CC2)C2CN(C2)C(=O)OCCCC)F